C[SH-]C(OCC12COCC2C1)=S O-((3-oxabicyclo(3.1.0)hexan-1-yl) methyl) S-methyldithiocarbonate